BrC1=CC=2N(C=C1)C=C(N2)C2=CC=NC=C2 7-bromo-2-(4-pyridyl)imidazo[1,2-a]pyridine